(R)-N-(8,9-difluoro-6-oxo-1,2,3,4,5,6-hexahydrobenzo[c][1,7]naphthyridin-1-yl)-4,6-difluoro-N-methyl-1H-indole-2-carboxamide FC=1C(=CC2=C(C(NC=3CNC[C@@H](C23)N(C(=O)C=2NC3=CC(=CC(=C3C2)F)F)C)=O)C1)F